O\N=C\C(C(=O)OCC)C(C)C Ethyl 2-[(1E)-(hydroxyimino)methyl]-3-methylbutanoate